COCOC=1C(=C(C#N)C=CC1)B1OC(C(O1)(C)C)(C)C 3-(methoxymethoxy)-2-(4,4,5,5-tetramethyl-1,3,2-dioxaborolan-2-yl)benzonitrile